CC1=C(C=CC=2N(C=NC21)C2=NC(S(C1=C2C=CC=C1C)=O)(C)C)C 4-(4,5-dimethyl-1H-benzo[d]imidazol-1-yl)-2,2,8-trimethyl-2H-benzo[e][1,3]thiazine 1-oxide